C(#N)[C@H](C[C@H]1C(NCC1)=O)NC(=O)[C@H]1N(CCC1)C(=O)C=1NC2=CC=CC(=C2C1)OC(F)F (S)-N-((S)-1-cyano-2-((S)-2-oxopyrrolidin-3-yl)ethyl)-1-(4-(difluoromethoxy)-1H-indole-2-carbonyl)pyrrolidine-2-carboxamide